(3S)-3-aminoazepan-2-one hydrochloride Cl.N[C@@H]1C(NCCCC1)=O